N1=C(C=CC=C1)[C@@]1(CCOC2(CCCC2)C1)CCN[C@@H]1C[C@H](N2N=CC=C21)C2(CC2)C(F)(F)F (4R,6S)-N-(2-((R)-9-(pyridin-2-yl)-6-oxaspiro[4.5]decan-9-yl)ethyl)-6-(1-(trifluoromethyl)cyclopropyl)-5,6-dihydro-4H-pyrrolo[1,2-b]pyrazol-4-amine